C(C)(C)(C)OC(=O)NCC/C=C(/C(=O)OCC)\C ethyl (E)-5-((tert-butoxycarbonyl)amino)-2-methylpent-2-enoate